2-((5-((1,3-Bis(palmitoyloxy)prop-2-yl)oxy)-5-oxopentanoyl)oxy-4,6-dimethylphenyl)-3-methylbutanoic acid C(CCCCCCCCCCCCCCC)(=O)OCC(COC(CCCCCCCCCCCCCCC)=O)OC(CCCC(=O)OC1=C(C(=CC(=C1)C)C)C(C(=O)O)C(C)C)=O